C(OC[C@H]1O[C@@]([C@@H]([C@@H]1O)O)(C#N)C1=CC=C2C(=NC=NN21)N)(OC(C)C)=O.CC=CC methyl propylene [(2R,3S,4R,5R)-5-(4-aminopyrrolo[2,1-f][1,2,4]triazin-7-yl)-5-cyano-3,4-dihydroxy-tetrahydrofuran-2-yl]methyl isopropyl carbonate